2-amino-4-{(1R)-1-[({(6S)-6-(5-chloro-2-methoxybenzyl)-7-oxo-3-[(2,2,2-trifluoroethoxy)imino]-1,4-diazepan-1-yl}carbonyl)amino]butyl}benzoic acid NC1=C(C(=O)O)C=CC(=C1)[C@@H](CCC)NC(=O)N1CC(NC[C@@H](C1=O)CC1=C(C=CC(=C1)Cl)OC)=NOCC(F)(F)F